rel-(2S,6R)-4-(3-(5-(difluoromethyl)-1,3,4-thiadiazol-2-yl)-6-(N-(1-methylcyclopropyl)sulfamoyl)imidazo[1,2-a]pyridin-8-yl)-6-methylmorpholine-2-carboxamide FC(C1=NN=C(S1)C1=CN=C2N1C=C(C=C2N2C[C@H](O[C@@H](C2)C)C(=O)N)S(NC2(CC2)C)(=O)=O)F |o1:18,20|